O=C1C(=CC2=C(N=CN=C2)N1)C#N 7-oxo-7,8-dihydropyrido[2,3-d]pyrimidin-6-carbonitrile